COC1=CC=C(C=C1)N(C1=CC=C(C=C1)C1=CC=C(C=C1)NC1=CC=C(C=C1)OC)C1=CC=C(C=C1)OC N4,N4,N4'-tris(4-methoxyphenyl)-[1,1'-biphenyl]-4,4'-diamine